COC1=CC2=C(N=C(S2)NC(COC(CC(NC(=O)C2=CC=CC=C2)C2=CC=CC=C2)=O)=O)C=C1.C(C)(C)(C)SC1=C(C(=CC=C1)I)Cl tertiary butyl-(2-chloro-3-iodophenyl)sulfane 2-{[6-(methyloxy)-1,3-benzothiazol-2-yl]amino}-2-oxoethyl-3-phenyl-3-[(phenylcarbonyl)amino]propanoate